C(C1=CC=CC=C1)OC1=C(C=CC(=C1)[N+](=O)[O-])Cl 2-chloro-5-nitrophenyl benzyl ether